3-[4-[4-(2,2-dimethoxyethyl)-1-piperidyl]-2-fluorophenyl]-piperidine-2,6-dione COC(CC1CCN(CC1)C1=CC(=C(C=C1)C1C(NC(CC1)=O)=O)F)OC